(E)-3-(1,3-benzodioxol-5-yl)-N-ethyl-N-(2-methyl-sulfanylethyl)prop-2-enamide O1COC2=C1C=CC(=C2)/C=C/C(=O)N(CC(C)S)CC